ClC1=C(N)C=CC=C1C1=C2CCC(C2=CC=C1)OC1=C(C(=C(C(=C1F)F)OC)F)F 2-chloro-3-(1-(2,3,5,6-tetrafluoro-4-methoxyphenoxy)-2,3-dihydro-1H-inden-4-yl)aniline